NC1=NC(=C(C(=N1)C=1OC=CC1)C#N)NCC1CC(OC(C1)(C)C)(C)C 2-amino-4-(2-furyl)-6-[(2,2,6,6-tetramethyltetrahydropyran-4-yl)methylamino]pyrimidine-5-carbonitrile